BrC1=NN(C(=C1)C(=O)N)C1=NC=CC=C1Cl 3-bromo-1-(3-chloropyridin-2-yl)-1H-pyrazole-5-carboxamide